4H-pyrrolo[3,2-c]pyridin-4-one N1=CC=C2C(N=CC=C21)=O